FC1=CC=C(C=C1)CNC(=O)C=1C(=NC(=CC1C)N1[C@@H](COCC1)C)C(CC)C N-[(4-Fluorophenyl)-methyl]-4-methyl-6-[(3R)-3-methyl-morpholin-4-yl]-2-(1-methyl-propyl)-pyridine-3-carboxylic acid amide